N-[2-[[5-chloro-2-[4-[4-[4-[2-[3-(2,6-dioxo-3-piperidyl)phenoxy]ethyl]piperazin-1-yl]-1-piperidyl]-5-ethyl-2-methoxy-anilino]pyrimidin-4-yl]amino]-5-methoxy-phenyl]methanesulfonamide ClC=1C(=NC(=NC1)NC1=C(C=C(C(=C1)CC)N1CCC(CC1)N1CCN(CC1)CCOC1=CC(=CC=C1)C1C(NC(CC1)=O)=O)OC)NC1=C(C=C(C=C1)OC)NS(=O)(=O)C